(1-(2,6-dioxopiperidin-3-yl)-2-oxo-1,2-dihydrobenzo[cd]indol-4-yl)methyl(3-(trifluoromethoxy)phenyl)carbamate O=C1NC(CCC1N1C(C2=C3C(C=CC=C13)=CC(=C2)OC(N(C2=CC(=CC=C2)OC(F)(F)F)C)=O)=O)=O